COC(COC(CCC(CC)OC)=O)CC.C(C)(=O)O acetic acid 2-methoxybutyl-(2-methoxybutyl-acetate)